C(C)OC(CSC1=NN(C(=C1C#N)C1=CC(=C(C=C1)F)F)C1=NC=CC=C1)=O Ethyl-{[4-cyano-5-(3,4-difluorophenyl)-1-(pyridin-2-yl)-1H-pyrazol-3-yl]sulfanyl}acetat